[Si](C)(C)(C(C)(C)C)OCC1(C(NCC1)=O)C(=O)OCC ethyl 3-(((tert-butyldimethylsilyl)oxy)methyl)-2-oxopyrrolidine-3-carboxylate